OC=1C(=CC2=CN(N=C2C1C)C)C=1N=CC2=C(N1)C=CN(C2=O)[C@H]2C[C@@H](NCC2)C 2-(6-hydroxy-2,7-dimethyl-indazol-5-yl)-6-[(2S,4R)-2-methyl-4-piperidyl]pyrido[4,3-d]pyrimidin-5-one